FC(C(=O)O)(F)F.C1(=CC=CC=C1)C1=CN=C(N1)C1=NC=CC(=C1)C=1C=NN(C1)CC1=CC=C(C#N)C=C1 4-((4-(2-(5-Phenyl-1H-imidazol-2-yl)pyridin-4-yl)-1H-pyrazol-1-yl)methyl)benzonitrile trifluoroacetate salt